C(CC)(=O)N1CCC2=CC(=CC=C12)C1=CC=C(C(=O)NCC2=NC=CC=C2)C=C1 4-(1-propionyl-indolin-5-yl)-N-(pyridin-2-ylmethyl)benzamide